F[C@@H]1[C@H](CN(CC1)C(=O)OC(C)(C)C)NC1=NC=C(C(=N1)C1=CN=C2N1N=C(C(=C2)OC)[C@@H]2C[C@@H](C2)O)F (cis)-tert-butyl (3S,4S)-4-fluoro-3-[[5-fluoro-4-[6-(3-hydroxycyclobutyl)-7-methoxy-imidazo[1,2-b]pyridazin-3-yl]pyrimidin-2-yl]amino]piperidine-1-carboxylate